FC1=C(C=CC=C1C1N(CCC2=C1N=C(N2)C2=C(C=CC(=C2)OC=2C(=C1C=CNC1=CC2F)S(=O)(=O)C)F)C)CC(CO)O 3-[2-fluoro-3-[2-[2-fluoro-5-[(6-fluoro-4-methylsulfonyl-1H-indol-5-yl)oxy]phenyl]-5-methyl-1,4,6,7-tetrahydroimidazo[4,5-c]pyridin-4-yl]phenyl]propane-1,2-diol